1-amino-5-(2-boronoethyl)-2-(4-chlorobenzyl)cyclohex-2-enecarboxylic acid NC1(C(=CCC(C1)CCB(O)O)CC1=CC=C(C=C1)Cl)C(=O)O